N[C@@H](C(C)C)C(=O)N[C@@H](CCCCNC(=O)OC(C)(C)C)C(=O)O N2-L-valinyl-N6-(Boc)-L-lysine